copper (II) tris(octanamine) formate C(=O)[O-].C(CCCCCCC)N.C(CCCCCCC)N.C(CCCCCCC)N.[Cu+2].C(=O)[O-]